C(CCCCC)C(C(=O)OCCCCCCO)CCCCCCCC hydroxyhexyl 2-hexyldecanoate